(3aS,4S,6aS)-N-(5-fluoro-6-methylpyridin-2-yl)-N,2,2-trimethyl-5-(6-methyl-4-(trifluoromethyl)pyridin-2-yl)-6-oxotetrahydro-3aH-[1,3]dioxolo[4,5-c]pyrrole-4-carboxamide FC=1C=CC(=NC1C)N(C(=O)[C@@H]1[C@H]2[C@@H](C(N1C1=NC(=CC(=C1)C(F)(F)F)C)=O)OC(O2)(C)C)C